tert-butyl [2-(6-bromo-4-fluoro-2-methyl-1H-benzimidazol-1-yl)-2-methylpropyl]carbamate BrC=1C=C(C2=C(N(C(=N2)C)C(CNC(OC(C)(C)C)=O)(C)C)C1)F